[6-(5-cyclopropyl-4H-1,2,4-triazol-3-yl)-2-azaspiro[3.3]heptan-2-yl]-[6-[[5-(trifluoromethyl)-3-pyridyl]methyl]-2-azaspiro[3.3]heptan-2-yl]methanone C1(CC1)C=1NC(=NN1)C1CC2(CN(C2)C(=O)N2CC3(C2)CC(C3)CC=3C=NC=C(C3)C(F)(F)F)C1